2-(6-hydroxy-5-nitronicotinamido)-5-oxohexanediamide OC1=NC=C(C(=O)NC(C(=O)N)CCC(C(=O)N)=O)C=C1[N+](=O)[O-]